C(C)(C)(C)OC(=O)N1CC2(CC2)[C@@H]([C@@H]1CC=1C(=C(C=CC1)C1=CC=CC=C1)F)NS(=O)(=O)CF (6S,7S)-6-((2-fluoro-[1,1'-biphenyl]-3-yl)methyl)-7-((fluoromethyl)sulphonamido)-5-azaspiro[2.4]heptane-5-carboxylic acid tert-butyl ester